C(=O)=CCN(C1=CC=C2C=CC(OC2=C1)=O)CC carbonyl-7-diethylaminocoumarin